(R)-N-(5-cyano-2,3-dihydro-1H-inden-1-ylidene)-2-methylpropan-2-sulfinamide C(#N)C=1C=C2CCC(C2=CC1)=N[S@](=O)C(C)(C)C